2-(6-(decyl(3-hydroxypropyl)amino)hexyl)-2-ethylmalonate C(CCCCCCCCC)N(CCCCCCC(C(=O)[O-])(C(=O)[O-])CC)CCCO